1-(6,7-dihydro-5H-cyclopenta[b]pyridin-2-yl)ethan-1-ol N1=C2C(=CC=C1C(C)O)CCC2